1-(3-tert-butyl-1-(3-fluorophenyl)-1H-pyrazol-5-yl)-3-(trans-1-(2-methoxyethyl)-4-phenylpyrrolidin-3-yl)urea C(C)(C)(C)C1=NN(C(=C1)NC(=O)N[C@@H]1CN(C[C@H]1C1=CC=CC=C1)CCOC)C1=CC(=CC=C1)F